ClC1=CC(=C(C2=C1OC(O2)(C2CCC(CC2)NC2(COC2)C(F)(F)F)C)C)C(=O)OC2=C(C(=C(C(=C2F)F)F)F)F perfluorophenyl 7-chloro-2,4-dimethyl-2-(4-((3-(trifluoromethyl)oxetan-3-yl)amino)cyclohexyl)benzo[d][1,3]dioxole-5-carboxylate